ClC1=CC(=C(C=C1)C1=NC(=CN2C1=NC(=C(C2=O)C)C)N2C[C@H](OCC2)C=2C=NN(C2)C2CC2)F 9-(4-chloro-2-fluoro-phenyl)-7-[(2R)-2-(1-cyclopropylpyrazol-4-yl)morpholin-4-yl]-2,3-dimethyl-pyrazino[1,2-a]pyrimidin-4-one